BrC1=C(C(=O)NC2=C(C=C(C=C2)C#CC2=CC=CC=C2)C(C)(C)C)C=CC=C1C 2-bromo-3-methyl-N-(2-tert-butyl-4-phenylethynyl-phenyl)benzamide